C(C)(C)(C)OC(=O)NC1=NC=CC(=C1)C1=CC=C2C(=N1)N(C(=N2)C)C2=CC(=C(C=C2)N2C[C@@H]1[C@H](C2)CN(C1)C(=O)OC(C)(C)C)F tertbutyl (3aR,6aS)-5-(4-(5-(2-((tert-butoxycarbonyl)amino)pyridin-4-yl)-2-methyl-3H-imidazo[4,5-b]pyridin-3-yl)-2-fluorophenyl)hexahydropyrrolo[3,4-c]pyrrole-2(1H)-carboxylate